(R)-N-(2-fluoro-3-hydroxy-3-methylbutyl)-4-(isopropylamino)-6-(pyrimidin-4-ylamino)pyrrolo[1,2-b]pyridazine-3-carboxamide F[C@H](CNC(=O)C1=C(C=2N(N=C1)C=C(C2)NC2=NC=NC=C2)NC(C)C)C(C)(C)O